BrC(C)C=1C=CC=2C=3C(C(NC2C1F)=O)=CN(N3)C 7-(1-bromoethyl)-6-fluoro-2-methyl-2,5-dihydro-4H-pyrazolo[4,3-c]quinolin-4-one